3-(8-Amino-6-methylimidazo[1,2-a]pyrazin-3-yl)-N-(3-(isocyanomethyl)bicyclo[1.1.1]pentan-1-yl)-4-(methyl-d3)benzenesulfonamide trifluoroacetate salt FC(C(=O)O)(F)F.NC=1C=2N(C=C(N1)C)C(=CN2)C=2C=C(C=CC2C([2H])([2H])[2H])S(=O)(=O)NC21CC(C2)(C1)C[N+]#[C-]